Cl.N[C@H]1C=C(CCC1(F)F)C(=O)O (S)-3-amino-4,4-difluorocyclohex-1-ene-1-carboxylic acid hydrochloride